4-{2-[3-(benzyloxy)propoxy]-4-{5-bromo-1H-pyrazolo[3,4-c]pyridin-3-yl}phenyl}morpholine C(C1=CC=CC=C1)OCCCOC1=C(C=CC(=C1)C1=NNC2=CN=C(C=C21)Br)N2CCOCC2